COC1=CC=C(CN2C=NC3=C2C=CC(=C3)N3CCN(CC3)C)C=C1 1-(4-methoxybenzyl)-5-(4-methylpiperazin-1-yl)-1H-benzo[d]imidazole